(5S)-2-methyl-spiro[5,7-dihydro-cyclopenta[b]pyridin-6,4'-piperidin]-5-amine hydrochloride Cl.CC1=CC=C2C(=N1)CC1(CCNCC1)[C@@H]2N